(2S,4r)-1-[(2S)-2-(4-cyclopropyl-triazol-1-yl)-3,3-dimethyl-butyryl]-4-hydroxy-N-[3-(5-oxo-1,2-dihydropyrazol-3-yl)propyl]pyrrolidine-2-carboxamide C1(CC1)C=1N=NN(C1)[C@H](C(=O)N1[C@@H](C[C@H](C1)O)C(=O)NCCCC=1NNC(C1)=O)C(C)(C)C